(R)-2-cyclopropyl-2-((1R,3S,5S)-3-((2S,4S)-1-(5-fluoropyrimidin-2-yl)-2-methylpiperidin-4-yl)-8-azabicyclo[3.2.1]octan-8-yl)acetamide C1(CC1)[C@H](C(=O)N)N1[C@H]2CC(C[C@@H]1CC2)[C@@H]2C[C@@H](N(CC2)C2=NC=C(C=N2)F)C